N-(3-(4-Fluorobutyl-1,1,4,4-d4)-4,5-dimethylthiazol-2(3H)-ylidene)-2,2,3,3-tetra-methylcyclopropane-1-carboxamide FC(CCC([2H])([2H])N1C(SC(=C1C)C)=NC(=O)C1C(C1(C)C)(C)C)([2H])[2H]